1,1,3-trimethyl-1H-benzo[E]indole CC1(CN(C=2C=CC3=C(C12)C=CC=C3)C)C